NC=1C(=CN=NC1)N1CCN(C2(CC2)C1)C(=O)OC(C)(C)C tert-butyl 7-(5-aminopyridazin-4-yl)-4,7-diazaspiro[2.5]octane-4-carboxylate